2-[(2-chloro-4-morpholino-phenyl)methylamino]-5-propyl-4H-[1,2,4]triazolo[1,5-a]pyrimidin-7-one ClC1=C(C=CC(=C1)N1CCOCC1)CNC1=NN2C(NC(=CC2=O)CCC)=N1